N-(1-(3-chlorophenyl)-2-hydroxyethyl)-1-(2-(((S)-1-hydroxybutan-2-yl)amino)pyridin-4-yl)-1H-imidazole-4-amide ClC=1C=C(C=CC1)C(CO)NC(=O)C=1N=CN(C1)C1=CC(=NC=C1)N[C@H](CO)CC